C(CCCCCCCCC)(=O)[NH-] decanoyl-amide